N[C@H]1[C@@H](OCC1)C1=C(C2=NC(=CC(=C2S1)NCC=1SC=CC1)Cl)Br 2-(trans-3-aminotetrahydrofuran-2-yl)-3-bromo-5-chloro-N-(thiophen-2-ylmethyl)thieno[3,2-b]pyridin-7-amine